CC1(OC(C2=C1C=CC(=C2)NC(C2=CC=C(C=C2)N(C(C=C)=O)C)=O)=O)C N-(1,1-dimethyl-3-oxo-1,3-dihydro-2-benzofuran-5-yl)-4-(N-methylprop-2-enamido)benzamide